COCCN1C(=NC=2C1=NC(=CC2)C=2C=CN1N=C(N=CC12)NC1CC(C1)N)C N1-(5-(3-(2-methoxyethyl)-2-methyl-3H-imidazo[4,5-b]pyridin-5-yl)pyrrolo[2,1-f][1,2,4]triazin-2-yl)cyclobutane-1,3-diamine